C(C1=CC=CC=C1)OC(=O)N(CC(C(=O)O)(C)C)C 3-(((benzyloxy)carbonyl)(methyl)amino)-2,2-dimethylpropionic acid